(1aR,5aR)-2-(2,4-Difluoro-phenyl)-1a,2,5,5a-tetrahydro-1H-2,3-diaza-cyclopropa[a]pentalene-4-carboxylic acid [(S)-1-(tetrahydro-furan-2-yl)methyl]-amide O1[C@@H](CCC1)CNC(=O)C=1C=2C[C@@H]3[C@H](C2N(N1)C1=C(C=C(C=C1)F)F)C3